acetic acid, 4-methylphenyl ester C(C)(=O)OC1=CC=C(C=C1)C